methyl (S)-7-bromo-4-(2-((tert-butoxycarbonyl)amino)-3-hydroxypropyl)-2,2-difluoro-3,4-dihydro-2H-thieno[3,4-b][1,4]oxazine-5-carboxylate BrC=1SC(=C2C1OC(CN2C[C@@H](CO)NC(=O)OC(C)(C)C)(F)F)C(=O)OC